sodium 2,3-dimercaptopropansulfonate SC(CS(=O)(=O)[O-])CS.[Na+]